(R)-5-isopropyl-N-((S)-5-methyl-4-oxo-2,3,4,5-tetrahydro-benzo[b][1,4]oxazepin-3-yl)-5,6,7,8-tetrahydro-[1,2,4]triazolo[1,5-a]pyridine-2-carboxamide C(C)(C)[C@H]1CCCC=2N1N=C(N2)C(=O)N[C@@H]2C(N(C1=C(OC2)C=CC=C1)C)=O